OCC1CCN(CC1)C1=CC=C(C=N1)C(=O)NC1=NN(C(=C1)C1=NC2=C(N1)C=CC(=C2)C(F)(F)F)CC2=CC=C(C=C2)OC 6-[4-(hydroxymethyl)-1-piperidyl]-N-[1-[(4-methoxyphenyl)methyl]-5-[5-(trifluoromethyl)-1H-benzimidazol-2-yl]pyrazol-3-yl]pyridine-3-carboxamide